5-(2-((3-aminophenyl)sulfinyl)-6-(difluoromethyl)pyrimidin-4-yl)-1-(3,4-dimethoxybenzyl)pyridin-2(1H)-one NC=1C=C(C=CC1)S(=O)C1=NC(=CC(=N1)C=1C=CC(N(C1)CC1=CC(=C(C=C1)OC)OC)=O)C(F)F